n-octanoic acid ammonium [NH4+].C(CCCCCCC)(=O)O